O1CCOC12CCC(CC2)COC2=NOC(=C2)C(C(=O)OCC)C(C)C 2-Ethyl 2-(3-(1,4-dioxaspiro[4.5]decan-8-ylmethoxy)isoxazol-5-yl)-3-methylbutanoate